5-(2-(6-chloro-1H-indol-3-yl)acetyl)-2-(3-phenyl-1H-pyrazole-5-carbonyl)octahydro-1H-pyrrolo[3,4-c]pyridine-7-carboxylic acid ClC1=CC=C2C(=CNC2=C1)CC(=O)N1CC2C(C(C1)C(=O)O)CN(C2)C(=O)C2=CC(=NN2)C2=CC=CC=C2